(2-chloro-5-methyl-3-pyridyl)-boronic acid ClC1=NC=C(C=C1B(O)O)C